5-(((S)-1-(2-chlorophenyl)ethyl)amino)-4-cyclopropyl-N-((R,E)-4-(methylsulfonyl)but-3-en-2-yl)pyrimidine-2-carboxamide ClC1=C(C=CC=C1)[C@H](C)NC=1C(=NC(=NC1)C(=O)N[C@H](C)\C=C\S(=O)(=O)C)C1CC1